ClC=1C(=C(C=CC1)NC(=O)C1=CC(=CC=2NC=NC21)NC(=O)C2=C(C=CC=C2)C(F)(F)F)C N-(3-chloro-2-methylphenyl)-6-({[2-(trifluoromethyl)phenyl]carbonyl}amino)-1H-benzimidazole-4-carboxamide